C(CC(O)(C(=O)O)CC(=O)O)(=O)O.CN1N=C(C=2NC(=NC(C21)=O)C=2C=C(C=CC2OCC)S(=O)(=O)N2CCN(CC2)C)CCC [[3-(4,7-Dihydro-1-methyl-7-oxo-3-propyl-1H-pyrazolo[4,3-d]pyrimidin-5-yl)-4-ethoxyphenyl]sulfonyl]-4-methylpiperazine citrate salt